CN1C(COCC1=O)COC1=CC=C(C=C1)C=1C=C(C(NC1C(F)(F)F)=O)C(=O)N 5-(4-((4-methyl-5-oxomorpholin-3-yl)methoxy)phenyl)-2-oxo-6-(trifluoromethyl)-1,2-dihydropyridine-3-carboxamide